C(C)(C)(C)OC(=O)NC1CC(C1)OC=1C=CC(=C(C(=O)OC)C1)C=O methyl 5-((1r,3r)-3-((tert-butoxycarbonyl)amino)cyclobutoxy)-2-formylbenzoate